5-(2,2-difluoropropoxy)pyridin-3-amine FC(COC=1C=C(C=NC1)N)(C)F